N1C(=CC=2C=NC=CC21)CNC([C@H](C)NC(=O)[C@@H]2N(C[C@H](C2)C2(CC2)C2=CC=CC=C2)C(=O)OC(C)(C)C)=O tert-Butyl (2R,4R)-2-(((S)-1-(((1H-pyrrolo[3,2-c]pyridin-2-yl)methyl)amino)-1-oxopropan-2-yl)carbamoyl)-4-(1-phenylcyclopropyl)pyrrolidine-1-carboxylate